CC=1C=C(C=CC1C)C1C(OC2=C1C=C(C=C2C(C)(C)C)C(C)(C)C)=O 3-(3,4-dimethylphenyl)-5,7-di-tert-butyl-benzofuran-2-one